methyl 2-[3-[4-(dimethoxymethyl)-1-piperidyl]isoxazol-5-yl]-3-methyl-butanoate COC(C1CCN(CC1)C1=NOC(=C1)C(C(=O)OC)C(C)C)OC